FC(C=1C=C(C=C(C1)C(F)(F)F)C1=NN(C=N1)\C=C/C(=O)NN1C(C(=C(C1)C)CC)=O)(F)F (Z)-3-(3-(3,5-bis(trifluoromethyl)phenyl)-1H-1,2,4-triazol-1-yl)-N-(3-ethyl-4-methyl-2-oxo-2,5-dihydro-1H-pyrrol-1-yl)acrylamide